3-(3-((tert-butyldimethylsilyl)oxy)propoxy)-5-ethyl-4-nitro-1H-pyrazole [Si](C)(C)(C(C)(C)C)OCCCOC1=NNC(=C1[N+](=O)[O-])CC